FC(C1CCC(CC1)C=O)(F)F (1r,4r)-4-(trifluoromethyl)cyclohexanecarboxaldehyde